S(=O)(=O)=C1CC=CC=C1 sulfonyl-benzene